(2-methoxyphenyl)-7-methyl-1H-indole-2-carboxylic acid COC1=C(C=CC=C1)N1C(=CC2=CC=CC(=C12)C)C(=O)O